2-(4-(3,6-diazabicyclo[3.1.1]heptan-3-yl)-4-methylpiperidin-1-yl)-6-methyl-N-(5-methyl-1H-pyrazol-3-yl)pyrimidin-4-amine C12CN(CC(N1)C2)C2(CCN(CC2)C2=NC(=CC(=N2)NC2=NNC(=C2)C)C)C